1-(3-aminopropyl)-4-methylpyridin-1-ium NCCC[N+]1=CC=C(C=C1)C